4-(5-fluoro-2-pyrazin-2-yl-3-pyridyl)piperidin-4-ol FC=1C=C(C(=NC1)C1=NC=CN=C1)C1(CCNCC1)O